1-cyclopropyl-6-fluoro-7-piperazin-1-yl-3-(3,4,5-trimethoxycinnamoyl)-quinolin-4(1H)-one C1(CC1)N1C=C(C(C2=CC(=C(C=C12)N1CCNCC1)F)=O)C(C=CC1=CC(=C(C(=C1)OC)OC)OC)=O